5-methyl-2-(1,2,3,6-tetrahydropyridin-4-yl)thiazole CC1=CN=C(S1)C=1CCNCC1